N-((1-(2-(azetidin-3-yl)ethyl)-4-(4-phenylthiazol-2-yl)piperidin-4-yl)methyl)-3-(5-(trifluoromethyl)-1,2,4-oxadiazol-3-yl)benzamide N1CC(C1)CCN1CCC(CC1)(C=1SC=C(N1)C1=CC=CC=C1)CNC(C1=CC(=CC=C1)C1=NOC(=N1)C(F)(F)F)=O